(2R,6R)-2,6-dimethylpiperazine dihydrochloride Cl.Cl.C[C@H]1N[C@@H](CNC1)C